OC1(CC1)C1=NN(C=N1)C1CC2(CN(C2)C(=O)N2CC3(C2)CC(C3)CC3=NC(=NO3)C(F)(F)F)C1 [6-[3-(1-hydroxycyclopropyl)-1,2,4-triazol-1-yl]-2-azaspiro[3.3]heptan-2-yl]-[6-[[3-(trifluoromethyl)-1,2,4-oxadiazol-5-yl]methyl]-2-azaspiro[3.3]heptan-2-yl]methanone